tert-butyl ((6-bromo-4-fluoro-1H-indol-2-yl)methyl)carbamate BrC1=CC(=C2C=C(NC2=C1)CNC(OC(C)(C)C)=O)F